1-(Trimethylsilyl)methanol C[Si](CO)(C)C